NC1=C2C(=NC=N1)N(N=C2C2=NOC(=C2C2=NC=C(C=N2)C2CCN(CC2)C(=O)OCCC2CCC(CC2)=O)C2CC2)C(C)C 2-(4-oxocyclohexyl)ethyl 4-(2-(3-(4-amino-1-isopropyl-1H-pyrazolo[3,4-d]pyrimidin-3-yl)-5-cyclopropylisoxazol-4-yl)pyrimidin-5-yl)piperidine-1-carboxylate